tert-butyl (4-((3,5-difluoro-4-(4-(trifluoromethyl)piperidin-1-yl)phenyl)amino)cyclohexyl)carbamate FC=1C=C(C=C(C1N1CCC(CC1)C(F)(F)F)F)NC1CCC(CC1)NC(OC(C)(C)C)=O